C(C)OC(=O)C=1N=C2N(C=C(C=C2NC(=O)OC(C)(C)C)C2CC2)C1.C(C1=CC=CC=C1)N1CC(CC1)C=1C=C2CN(C(C2=CC1)=O)C1C(NC(CC1)=O)=O 3-(5-(1-benzylpyrrolidin-3-yl)-1-oxoisoindolin-2-yl)piperidine-2,6-dione ethyl-8-((tert-butoxycarbonyl)amino)-6-cyclopropylimidazo[1,2-a]pyridine-2-carboxylate